4,4'-sec-butylidenebis(2-methylphenol) C(C)(CC)(C1=CC(=C(C=C1)O)C)C1=CC(=C(C=C1)O)C